C(CCCCCCCCCCC)[Si](OCC)(OCC)OCC dodecyltriethoxysilane